C(C)(C)C1=CC=C(C=C1)N1C(N(C(C1)=O)CC1=CC(=C(OC(C(=O)OCC)(C)C)C(=C1)C)C)=O Ethyl 2-(4-((3-(4-isopropylphenyl)-2,5-dioxoimidazolin-1-yl)-methyl)-2,6-dimethylphenoxy)-2-methylpropionate